7-(2-methylprop-2-yl)-2-oxo-1H-quinoline-3-carboxylic acid CC(C)(C)C1=CC=C2C=C(C(NC2=C1)=O)C(=O)O